O1[C@H](COCC1)COC1=NC(N2C(C3=CC=C(C=C3CC2)COC2CCOCC2)=C1)=O 2-((R)-1-[1,4]Dioxan-2-ylmethoxy)-9-(tetrahydro-pyran-4-yloxymethyl)-6,7-dihydro-pyrimido[6,1-a]isoquinolin-4-one